FC=1C(=NC=CC1SC=1N=CC(=NC1C)N1CCC2([C@@H](C=3N(N=CC3)C2)N)CC1)C (S)-1-(5-((3-fluoro-2-methylpyridin-4-yl)thio)-6-methylpyrazin-2-yl)-4'H,6'H-spiro[piperidin-4,5'-pyrrolo[1,2-b]pyrazol]-4'-amine